NC1=C(C=CC=C1)[C@@H]1C2=C(N(C([C@H]1NC(C1=CC(=CC=C1)C(F)(F)F)=O)=O)CC)N(N=C2C)C2=CC=CC=C2 |r| rac-N-((4R,5S)-4-(2-aminophenyl)-7-ethyl-3-methyl-6-oxo-1-phenyl-4,5,6,7-tetrahydro-1H-pyrazolo[3,4-b]pyridin-5-yl)-3-(trifluoromethyl)benzamide